4-amino-7-chloro-N,3-dimethyl-N-((5S)-2-(trifluoromethyl)-6,7-dihydro-5H-cyclopenta[b]pyridin-5-yl)-3H-pyrazolo[3,4-c]quinoline-8-carboxamide NC1=NC=2C=C(C(=CC2C2=C1N(N=C2)C)C(=O)N([C@H]2CCC1=NC(=CC=C12)C(F)(F)F)C)Cl